acetyl-6-(4-amino-3-isopropyl-3H-imidazo[4,5-c]pyridin-6-yl)-1-((1s,3s)-3-(piperidin-1-yl)cyclobutyl)spiro[indolin-3,4'-piperidin]-2-one C(C)(=O)N1CCC2(CC1)C(N(C1=CC(=CC=C12)C1=CC2=C(C(=N1)N)N(C=N2)C(C)C)C2CC(C2)N2CCCCC2)=O